2-Chloro-4-(1,2-difluoroethyl)-6-methylpyrimidine ClC1=NC(=CC(=N1)C(CF)F)C